rac-(4aS,7aR)-N-[4-(3-Cyanophenyl)-5-[2-(difluoromethyl)-6-methyl-4-pyridyl]thiazol-2-yl]-4-methyl-2,3,4a,5,7,7a-hexahydropyrrolo[3,4-b][1,4]oxazine-6-carboxamide C(#N)C=1C=C(C=CC1)C=1N=C(SC1C1=CC(=NC(=C1)C)C(F)F)NC(=O)N1C[C@H]2OCCN([C@H]2C1)C |r|